Bis(3,5-dimethyl-2-phenylpyrazine) Iridium (III) [Ir+3].CC=1C(=NC=C(N1)C)C1=CC=CC=C1.CC=1C(=NC=C(N1)C)C1=CC=CC=C1